2-((6-(4-(hydroxymethyl)-4-(((4,4',4''-trimethoxytrityl)oxy)methyl)piperidin-1-yl)-6-oxohexyl)oxy)-3a,4,7,7a-tetrahydro-1H-4,7-epoxyisoindole-1,3(2H)-dione OCC1(CCN(CC1)C(CCCCCON1C(C2C3C=CC(C2C1=O)O3)=O)=O)COC(C3=CC=C(C=C3)OC)(C3=CC=C(C=C3)OC)C3=CC=C(C=C3)OC